4-(3-amino-6-((1s,3s,4s)-3-fluoro-4-hydroxycyclohexyl)pyrazin-2-yl)-N-((S)-1-(3-bromo-5-fluorophenyl)-2-(methylamino)ethyl)-2-fluorobenzamide NC=1C(=NC(=CN1)[C@@H]1C[C@@H]([C@H](CC1)O)F)C1=CC(=C(C(=O)N[C@H](CNC)C2=CC(=CC(=C2)F)Br)C=C1)F